C(C)(=O)C1=NC=CC=C1.[Ir] iridium (acetyl-pyridine)